tert-butyl (R)-3-(4-fluorophenyl)piperazine-1-carboxylate FC1=CC=C(C=C1)[C@@H]1CN(CCN1)C(=O)OC(C)(C)C